ClC=1C=C(C=CC1)N1C=C(C2=C1N=CN=C2N2[C@H](CN(CC2)C(=O)OC(C(F)(F)F)(C)C)C)C2=NC=CC=C2 trifluoro-2-methylpropan-2-yl (S)-4-(7-(3-chlorophenyl)-5-(pyridin-2-yl)-7H-pyrrolo[2,3-d]pyrimidin-4-yl)-3-methylpiperazine-1-carboxylate